(S)-3-cyclopropyl-3-(2-(piperidin-4-ylmethoxy)pyridin-4-yl)propionic acid ethyl ester C(C)OC(C[C@H](C1=CC(=NC=C1)OCC1CCNCC1)C1CC1)=O